(S)-N-(5-(3-cyanoimidazo[1,2-a]pyridin-6-yl)-2-methylphenyl)-3-phenylisoxazolidine C(#N)C1=CN=C2N1C=C(C=C2)C=2C=CC(=C(C2)N2OCC[C@H]2C2=CC=CC=C2)C